1-ethoxy-4,5-difluoro-2-iodo-benzene C(C)OC1=C(C=C(C(=C1)F)F)I